7-(2-fluorophenyl)-6,7-dihydro-5H-pyrrolo[1,2-b][1,2,4]Triazole-2-carboxylic acid FC1=C(C=CC=C1)C1CCN2N=C(N=C21)C(=O)O